OCCOC1=NC=C(C=N1)COC1=CC=C(C=C1)C=1C=C(C(NC1C(F)(F)F)=O)C(=O)N 5-(4-((2-(2-hydroxyethoxy)pyrimidin-5-yl)methoxy)phenyl)-2-oxo-6-(trifluoromethyl)-1,2-dihydropyridine-3-carboxamide